bis(2,2,6,6-tetramethylpiperidyl)amine CC1(N(C(CCC1)(C)C)NN1C(CCCC1(C)C)(C)C)C